C(=O)[C@@]12OC[C@@H](N(C1)C(=O)OC(C)(C)C)C2 tert-butyl (1S,4S)-1-formyl-2-oxa-5-azabicyclo[2.2.1]heptane-5-carboxylate